4-{6-[4-(trifluoromethoxy)phenyl]-2,6-diazaspiro[3.4]octan-2-yl}oxolan-2-one FC(OC1=CC=C(C=C1)N1CC2(CN(C2)C2CC(OC2)=O)CC1)(F)F